Cl.NCC1CCN(CC1)C1=NC=C(C=N1)C(=O)OC methyl 2-(4-aminomethyl-piperidin-1-yl)-pyrimidine-5-carboxylate hydrochloride